N(=[N+]=[N-])[C@@H](CO)CC1=CC=CC=C1 (R)-2-azido-3-phenyl-1-propanol